3,6-dipyridine-2-yl-1,2,4,5-tetrazine N1=C(C=CC=C1)C=1N=NC(=NN1)C1=NC=CC=C1